ClC1=CC2=C(N(C(N=C2N2[C@H](CN(CC2)C(C=C)=O)C)=O)C2=C(C=CC=C2C(C)C)CN(C)C)N=C1C1=C(C=CC=C1)F 6-Chloro-1-[2-[(dimethyl-amino)methyl]-6-isopropyl-phenyl]-7-(2-fluorophenyl)-4-[(2S)-2-methyl-4-prop-2-enoyl-piperazin-1-yl]pyrido[2,3-d]pyrimidin-2-one